di-ethoxyethane C(C)OC(C)OCC